2-(5-acetamidopyridin-3-yl)-N-(5-(2-(3,3-dimethylazetidin-1-yl)acetamido)-2-methylpyridin-3-yl)pyrazolo[5,1-b]Thiazole-7-carboxamide C(C)(=O)NC=1C=C(C=NC1)C1=CN2C(S1)=C(C=N2)C(=O)NC=2C(=NC=C(C2)NC(CN2CC(C2)(C)C)=O)C